2-ethoxybenzylidene-malonic acid diethyl ester C(C)OC(C(C(=O)OCC)=CC1=C(C=CC=C1)OCC)=O